rac-2-allyl-1-(8-hydroxy-8-methyl-5,6,7,8-tetrahydroquinolin-2-yl)-6-((4-(piperazin-1-yl)phenyl)-amino)-1H-pyrazolo[3,4-d]Pyrimidin-3(2H)-one C(C=C)N1N(C2=NC(=NC=C2C1=O)NC1=CC=C(C=C1)N1CCNCC1)C1=NC=2[C@](CCCC2C=C1)(C)O |r|